N[C@@H]1C2=CC=CC=C2CC12CCN(CC2)C=2N=C1C(=NC2)N=C(C=C1)SCCC(=O)OC methyl (s)-3-((2-(1-amino-1,3-dihydrospiro[indene-2,4'-piperidin]-1'-yl)pyrido[2,3-b]pyrazin-6-yl)thio)propanoate